C(C)(=O)NCCCN1C=NC2=C1C(=CC(=C2)C2=C(C=C(C=C2)C)Cl)C(=O)O (3-acetamidopropyl)-5-(2-chloro-4-methylphenyl)-1H-benzo[d]imidazole-7-carboxylic acid